trans-(S,S)-cyclohexan-1,2-diamin [C@@H]1([C@@H](CCCC1)N)N